N-[2,6-bis(difluoromethoxy)-5-fluoro-3-pyridinyl]-8-cyano-7-methyl-imidazo[1,2-a]pyridine-3-sulfonamide FC(OC1=NC(=C(C=C1NS(=O)(=O)C1=CN=C2N1C=CC(=C2C#N)C)F)OC(F)F)F